1-dodecyl-2-(hydroxymethyl)pyridine bromide [Br-].C(CCCCCCCCCCC)N1C(C=CC=C1)CO